4-(3-((5-(difluoromethyl)-2-((1-(1-methylpiperidin-4-yl)-1H-pyrazol-4-yl)amino)pyrimidin-4-yl)amino)propyl)-1,4-oxazepan-5-one FC(C=1C(=NC(=NC1)NC=1C=NN(C1)C1CCN(CC1)C)NCCCN1CCOCCC1=O)F